FC1=CC(=C(CC2CC3(CN(C3)C(=O)N3CC4(C3)CC(C4)C4=NC(=NN4)C4COC4)C2)C=C1)C(F)(F)F [6-[4-fluoro-2-(trifluoromethyl)benzyl]-2-azaspiro[3.3]heptan-2-yl]-[6-[3-(oxetan-3-yl)-1H-1,2,4-triazol-5-yl]-2-azaspiro[3.3]heptan-2-yl]methanone